2-(prop-1-en-2-yl)benzamide C=C(C)C1=C(C(=O)N)C=CC=C1